[N+](=O)([O-])C=1C=C(C=CC1)CC(=O)OC methyl 2-{3-nitrophenyl}acetate